N-(2-aminoethyl)-N-(2-hydroxyethyl)-glycine NCCN(CC(=O)O)CCO